1-(trifluoromethyl)cyclopentanecarboxylic acid chloromethyl ester ClCOC(=O)C1(CCCC1)C(F)(F)F